C(C)(C)(C)C1=CC(=NO1)NC(=O)NC1=C2C=C(NC2=CC=C1)C(=O)C=1NC2=CC=CC(=C2C1)C 1-(5-(tert-butyl)isoxazol-3-yl)-3-(2-(4-methyl-1H-indole-2-carbonyl)-1H-indol-4-yl)urea